COC=1C=C(C=NC1OC)C1=CC=2N(C=C1)N=C(C2)N 5-(5,6-dimethoxypyridin-3-yl)pyrazolo[1,5-A]pyridin-2-amine